1-(tert-butyl)-3-((2s,4s)-4-((tert-butyldimethylsilyl)oxy)tetrahydrofuran-2-yl)-1H-pyrazol-5-amine C(C)(C)(C)N1N=C(C=C1N)[C@H]1OC[C@H](C1)O[Si](C)(C)C(C)(C)C